ClC=1C=C(C=C(C1)F)C(CCNC)C[C@H]1N(CCC1)C 3-(3-chloro-5-fluorophenyl)-N-methyl-4-((S)-1-methylpyrrolidin-2-yl)butan-1-amine